ClC=1C=C(C=CC1)C=1C=CC=C2C(=C(N3C(C12)=CC=N3)C(=O)NCC(=O)O)O (10-(3-Chlorophenyl)-6-hydroxypyrazolo[5,1-a]isoquinoline-5-carbonyl)glycine